C=CCC1=CC2=CC=CC=C2N1 allylindole